4-(2-chloro-6-(chloromethyl)thieno[3,2-d]pyrimidin-4-yl)morpholine ClC=1N=C(C2=C(N1)C=C(S2)CCl)N2CCOCC2